3,4-dimethylphenyl isocyanate CC=1C=C(C=CC1C)N=C=O